BrC1=C(N=C2N(C1=O)C=CS2)N[C@@H]2C[C@@H](CN(C2)C)C2=CC=C(OCCOC1CN(CCC1)C1=C3C(N(C(C3=CC=C1)=O)C1C(NC(CC1)=O)=O)=O)C=C2 4-[3-[2-[4-[(3R,5R)-5-[(6-bromo-5-oxo-thiazolo[3,2-a]pyrimidin-7-yl)amino]-1-methyl-3-piperidyl]phenoxy]ethoxy]-1-piperidyl]-2-(2,6-dioxo-3-piperidyl)isoindoline-1,3-dione